N(=C=O)CCCC1C(=O)OC(C1)=O 3-isocyanatopropyl-succinic anhydride